3-(tert-butyl) 4-methyl 1-(1-methylcyclopropyl)-6-oxo-1,6-dihydropyridine-3,4-dicarboxylate CC1(CC1)N1C=C(C(=CC1=O)C(=O)OC)C(=O)OC(C)(C)C